CN1CCN(CC1)C1=CC=C(C=C1)C=1N=C2C(=NC1)N(C=C2)S(=O)(=O)C2=CC=C(C)C=C2 2-(4-(4-methylpiperazin-1-yl)phenyl)-5-tosyl-5H-pyrrolo[2,3-b]Pyrazine